C(C)(=O)O[C@@H]1CN2C(OC1)=C(C=N2)S(=O)(=O)Cl (R)-3-(chlorosulfonyl)-6,7-dihydro-5H-pyrazolo[5,1-b][1,3]oxazin-6-yl acetate